(E)-prop-1-enyl-phosphonic acid C(=C\C)/P(O)(O)=O